N3,N3,N7,N7,5,5-Hexamethyl-10-methylene-5,10-dihydrodibenzo[b,e]siline-3,7-diamine CN(C=1C=CC2=C([Si](C3=C(C2=C)C=CC(=C3)N(C)C)(C)C)C1)C